1-(3-fluoro-2-hydroxymethylphenyl)-3-(3-fluoro-5-methoxyphenyl)urea FC=1C(=C(C=CC1)NC(=O)NC1=CC(=CC(=C1)OC)F)CO